C1(CC1)C(CCC=1C(=NC(=CC1C1=C(C=C(C=C1)F)F)Cl)Cl)O 1-cyclopropyl-3-(2,6-dichloro-4-(2,4-difluorophenyl)pyridin-3-yl)propan-1-ol